(Z)-2-(benzo[d]thiazol-6-ylamino)-5-((2,3-dihydrobenzo[b][1,4]dioxin-6-yl)methylene)-3,5-dihydro-4H-imidazol-4-one S1C=NC2=C1C=C(C=C2)NC2=N\C(\C(N2)=O)=C/C2=CC1=C(OCCO1)C=C2